FC1C(C2=CC=C(C=C2C1)C=1C2=C(N=C(N1)N1[C@H](CC1)C)CCC2)NS(=O)(=O)C N-(2-fluoro-5-(2-((S)-2-methylazetidin-1-yl)-6,7-dihydro-5H-cyclopenta[d]pyrimidin-4-yl)-2,3-dihydro-1H-inden-1-yl)methanesulfonamide